[1-(3,5-dichlorophenyl)-7-(5-cyano-3-pyridyl)-6-methoxy-4H-indeno[1,2-c]pyrazol-3-yl]-(3,3-dimethylmorpholin-4-yl)methanone ClC=1C=C(C=C(C1)Cl)N1N=C(C2=C1C1=CC(=C(C=C1C2)OC)C=2C=NC=C(C2)C#N)C(=O)N2C(COCC2)(C)C